para-chloro-o-nitroaniline ClC1=CC(=C(N)C=C1)[N+](=O)[O-]